CC1=C(C=NC(=C1)C)S(=O)(=O)N1CCC2(CC(CO2)N2CC3(CCOC3)CC2)CC1 8-((4,6-dimethylpyridin-3-yl)sulfonyl)-3-(2-oxa-7-azaspiro[4.4]nonan-7-yl)-1-oxa-8-azaspiro[4.5]decane